5-[(3,5-difluorophenyl)oxy]Benzoic acid FC=1C=C(C=C(C1)F)OC=1C=CC=C(C(=O)O)C1